C(=C)C=1C=C(CBr)C=CC1 m-vinyl-benzyl bromide